2-amino-3-methyl-N-((5-(4-morpholinyl)-2-pyridinyl)methyl)-N-((1R)-1-(2-pyrimidinyl)ethyl)-6-quinolinecarboxamide NC1=NC2=CC=C(C=C2C=C1C)C(=O)N([C@H](C)C1=NC=CC=N1)CC1=NC=C(C=C1)N1CCOCC1